C1(CCCCC1)C(=O)O.C(C)S(=O)(=O)C1=CC=C(C=C1)[C@H](CO)NC(=O)C=1C=NC(=NC1)N1[C@@H](CC(C1)C1=CC=C(C=C1)C(F)(F)F)COCCF N-((R)-1-(4-(ethylsulfonyl)phenyl)-2-hydroxyethyl)-2-((2S)-2-((2-fluoroethoxy)methyl)-4-(4-(trifluoromethyl)phenyl)pyrrolidin-1-yl)pyrimidine-5-carboxamide cyclohexane-1-carboxylate